C[C@@H]1N(CC1)C=1N=C(C2=C(N1)CCC2)C2=CC=C(C=C2)C(CS(=O)(=O)C)N 1-(4-(2-((S)-2-methylazetidin-1-yl)-6,7-dihydro-5H-cyclopenta[d]pyrimidin-4-yl)phenyl)-2-(methylsulfonyl)ethan-1-amine